(1R,2R)-N-(8-amino-6-(4-methylisothiazol-5-yl)isoquinolin-3-yl)-2-cyanocyclopropane-1-carboxamide NC=1C=C(C=C2C=C(N=CC12)NC(=O)[C@H]1[C@@H](C1)C#N)C1=C(C=NS1)C